OC(C(=O)SCCNC(CCNC([C@@H](C(COP(OP(OC[C@@H]1[C@H]([C@H]([C@@H](O1)N1C=NC=2C(N)=NC=NC12)O)OP(=O)(O)O)(=O)O)(=O)O)(C)C)O)=O)=O)C 2-hydroxypropionyl-CoA